copper nickel-silicon-tin [Sn].[Si].[Ni].[Cu]